4-bromo-1,1-dimethyl-3-tosylpyrrolo[1,2-a]quinolin-2(1H)-one BrC=1C=2N(C3=CC=CC=C3C1)C(C(C2S(=O)(=O)C2=CC=C(C)C=C2)=O)(C)C